FC(C(=O)NCCCCCNC(=O)CCOCC(COCCC(NCCCCCNC(C(F)(F)F)=O)=O)(COCCC(NCCCCCNC(C(F)(F)F)=O)=O)NC(=O)CCCCCCCCCCC(=O)OCC1=CC=CC=C1)(F)F benzyl 11-{[1,3-bis(2-{[5-(2,2,2-trifluoroacetamido)pentyl]carbamoyl}ethoxy)-2-[(2-{[5-(2,2,2-trifluoroacetamido)pentyl]carbamoyl}ethoxy)methyl]propan-2-yl]carbamoyl}undecanoate